COC1=C(C=CC(=C1)OC)N1CC=C2N1C(=CC=N2)C2=CC(=C(C=C2)OC)OC N-(2,4-dimethoxyphenyl)-7-(3,4-dimethoxyphenyl)pyrazolo[1,5-a]pyrimidine